1-Bromo-2-(ethoxymethoxy)-4-iodobenzene BrC1=C(C=C(C=C1)I)OCOCC